Tert-butyl 4-(2-(3-chloro-4-(9-(3-chlorobenzyl)-6-(1-methylcyclopropoxy)-9H-purin-8-yl)phenoxy)ethyl)piperazine-1-carboxylate ClC=1C=C(OCCN2CCN(CC2)C(=O)OC(C)(C)C)C=CC1C=1N(C2=NC=NC(=C2N1)OC1(CC1)C)CC1=CC(=CC=C1)Cl